ClC1=CC=C(C=C1)C1=CC=2C=CC3=C(C2C2=C1C=CC=1OC(=C(C12)P(C1=CC(=CC(=C1)OC)OC)(C1=CC(=CC(=C1)OC)OC)=O)[N+](=O)[O-])C=CC=C3 (6-(4-chlorophenyl)-2-nitrobenzo[5,6]phenanthro[3,4-b]furan-1-yl)bis(3,5-dimethoxyphenyl)phosphine oxide